Cis-(7RS,9SR)-7,9-diazido-3-chloro-N-isobutyl-8,9-dihydro-7H-cyclopenta[h]isoquinoline-5-sulfonamide N(=[N+]=[N-])[C@@H]1C[C@@H](C2=C1C=C(C=1C=C(N=CC21)Cl)S(=O)(=O)NCC(C)C)N=[N+]=[N-] |r|